CN(C(=O)NC1=CC(=C(C(=C1)F)F)F)C(C)C1=CNC(C2=CC=CC=C12)=O 1-methyl-1-(1-(1-oxo-1,2-dihydroisoquinolin-4-yl)ethyl)-3-(3,4,5-trifluorophenyl)urea